2-(2,6-dioxopiperidin-3-yl)isoindolinone O=C1NC(CCC1N1C(C2=CC=CC=C2C1)=O)=O